C(CCCCCCCCCCC)(=O)OCCOCCOCCOCCO tetraethylene glycol monolaurate